(S)-2-Chloro-6-methyl-4-((3-methylpiperidin-1-yl)methyl)pyridine ClC1=NC(=CC(=C1)CN1C[C@H](CCC1)C)C